FS(=O)(=O)C(C(=O)F)(F)F 2-(fluorosulfonyl)difluoroacetyl fluoride